N-(3-methoxy-4-(3-methyl-6-(pyrazolo[1,5-a]pyrimidin-3-yl)-1H-pyrazolo[4,3-c]pyridin-1-yl)phenyl)cyclopropanesulfonamide COC=1C=C(C=CC1N1N=C(C=2C=NC(=CC21)C=2C=NN1C2N=CC=C1)C)NS(=O)(=O)C1CC1